NC1=C(C=CC=C1)NC(=O)C1=CC=C(CNC(OCC=2C=NC=CC2)=O)C=C1 Pyridin-3-ylmethyl (4-((2-aminophenyl)-carbamoyl)benzyl)carbamate